C(C)C1=CC=C(C(=N1)F)C1=C(C=NN1C1CCOCC1)C(=O)O 5-(6-Ethyl-2-fluoropyridin-3-yl)-1-(oxan-4-yl)pyrazole-4-carboxylic acid